2-(benzyl(((1s,4S)-4-(benzyloxy)cyclohexyl)methyl)amino)-1-(5-fluoropyridin-3-yl)ethan-1-ol C(C1=CC=CC=C1)N(CC(O)C=1C=NC=C(C1)F)CC1CCC(CC1)OCC1=CC=CC=C1